3-(1-Oxo-5-(((S)-1-((2-(trifluoromethyl)quinazolin-6-yl)methyl)pyrrolidin-3-yl)oxy)isoindolin-2-yl)piperidine-2,6-dione O=C1N(CC2=CC(=CC=C12)O[C@@H]1CN(CC1)CC=1C=C2C=NC(=NC2=CC1)C(F)(F)F)C1C(NC(CC1)=O)=O